O=C1N(CC2=C(C=CC=C12)OCC1CCN(CC1)C1CCNCC1)C1C(NC(CC1)=O)=O 3-[1-oxo-4-[[1-(4-piperidyl)-4-piperidyl]methoxy]isoindolin-2-yl]piperidine-2,6-dione